O1CCN(CC1)CC(C1=CC=CC=C1)NC(CN1N=CC=2N(C1=O)C=CC2)=O N-(2-morpholino-1-phenylethyl)-2-(4-oxopyrrolo[1,2-d][1,2,4]triazin-3(4H)yl)acetamide